4-aminoindolyl-urea NC1=C2C=C(NC2=CC=C1)NC(=O)N